ClC=1C=CC(=C(C1)NC(=O)N=[S@](=O)(N)C=1C=NN2C1OCCC2)C2=CC(=NC=C2)OC (R)-N'-((5-chloro-2-(2-methoxypyridin-4-yl)phenyl)carbamoyl)-6,7-dihydro-5H-pyrazolo[5,1-b][1,3]oxazine-3-sulfonimidamide